4-Amino-3-chloro-6-(4-chloro-2-fluoro-3-methoxyphenyl)-5-fluoropyridin NC1=C(C=NC(=C1F)C1=C(C(=C(C=C1)Cl)OC)F)Cl